OC1=C(C=O)C=CC(=C1)O 2,4-dihydroxy-benzaldehyde